(8R,13R)-8,13-dimethyl-7,11,14-trioxa-4,19,20-triazatetracyclo[13.5.2.12,6.018,21]tricosa-1(20),2(23),3,5,15(22),16,18(21)-heptaene C[C@H]1OC2=CN=CC(C3=NNC=4C=CC(O[C@@H](COCC1)C)=CC34)=C2